(1r,3r)-3-((3-meth-yl-6-(thiazol-5-yl)-isoquinolin-4-yl)-oxy)cyclobutan-1-ol CC=1N=CC2=CC=C(C=C2C1OC1CC(C1)O)C1=CN=CS1